N-(4-(4,5-dimethyl-4H-1,2,4-triazol-3-yl)-2-methoxyphenyl)-8-(3,3-dimethylazetidin-1-yl)-6-methylpyrido[3,4-d]pyrimidin-2-amine CN1C(=NN=C1C)C1=CC(=C(C=C1)NC=1N=CC2=C(N1)C(=NC(=C2)C)N2CC(C2)(C)C)OC